[6-[3-(1-hydroxycyclopropyl)-1H-1,2,4-triazol-5-yl]-2-azaspiro[3.3]heptan-2-yl]-[3-[4-(1-mesylcyclopropyl)phenyl]azetidin-1-yl]methanone OC1(CC1)C1=NNC(=N1)C1CC2(CN(C2)C(=O)N2CC(C2)C2=CC=C(C=C2)C2(CC2)S(=O)(=O)C)C1